FC=1C=C(OCCN(C)CCOC2=CC(=CC(=C2)F)F)C=C(C1)F 2-(3,5-difluorophenoxy)-N-(2-(3,5-difluorophenoxy)ethyl)-N-methylethan-1-amine